S1CN2C=CC3=CC=CC1=C23 [1,4]thiazolo[2,3,4-hi]indole